O(C1=CC=CC=C1)C1=CC=C(C=C1)OC1=CC=CC=C1 1,4-bis(phenoxy)benzene